benzo[e][1,2,4]thiadiazine S1NC=NC2=C1C=CC=C2